2-(4-{[(3R)-1-ethylpiperidin-3-yl]amino}pyrrolo[1,2-d][1,2,4]triazin-1-yl)-3-fluoro-5-[(2H3)methoxy]phenol C(C)N1C[C@@H](CCC1)NC1=NN=C(C=2N1C=CC2)C2=C(C=C(C=C2F)OC([2H])([2H])[2H])O